4-(nonyloxy)cyclohexanone C(CCCCCCCC)OC1CCC(CC1)=O